N-(1-{4-[8-methyl-3-(propan-2-yl)imidazo[1,2-a]pyridin-6-yl]benzenesulfonyl}piperidin-4-yl)-5-(trifluoromethoxy)pyridin-2-amine CC=1C=2N(C=C(C1)C1=CC=C(C=C1)S(=O)(=O)N1CCC(CC1)NC1=NC=C(C=C1)OC(F)(F)F)C(=CN2)C(C)C